5-(4-fluoropyridin-3-yl)-2-hydroxycyclohepta-2,4,6-trien-1-one FC1=C(C=NC=C1)C1=CC=C(C(C=C1)=O)O